N-(cis-3-(7-hydroxy-3,7-dihydro-[1,2]oxaborinino[5,6-d]pyrrolo[2,3-b]pyridin-9-yl)cyclobutyl)-3-methylbutane-1-sulfonamide OB1OC=2C(=C3C(=NC2)NC=C3)C(=C1)[C@H]1C[C@H](C1)NS(=O)(=O)CCC(C)C